O1COC2=C1C=CC(=C2)C[N+](=CC(CCCCCCCCC)C)[O-] N-(benzo[d][1,3]dioxol-5-ylmethyl)-2-methylundecan-1-imine oxide